ClC1=NC=2N(C(=C1)NC1=NC(=CC=C1)OCCOC)N=CC2 2-((5-Chloropyrazolo[1,5-a]pyrimidin-7-yl)amino)-6-(2-methoxyethoxy)pyridin